CN[C@@H](CC(N)=O)C(=O)O Methyl-L-asparagine